C1(CC1)NC(C(C(CC1C(NCC1)=O)NC(C(CC(C)C)NC(OC(C(C)(C)C1=CC(=CC=C1)Cl)C1=CC(=CC=C1)Cl)=O)=O)=O)=O 1,2-bis(3-chlorophenyl)-2-methylpropyl (1-((4-(cyclopropylamino)-3,4-dioxo-1-(2-oxopyrrolidin-3-yl)butan-2-yl)amino)-4-methyl-1-oxopentan-2-yl)carbamate